2-(1-((2-(Trimethylsilyl)ethoxy)methyl)-1H-pyrazol-4-yl)acetaldehyde C[Si](CCOCN1N=CC(=C1)CC=O)(C)C